C(C)N1C(=NC2=C1C=CC(=C2)N)N2CCOCC2 1-ethyl-2-morpholino-1H-benzo[d]imidazol-5-amine